FC1=CC2=C(N(C(=N2)N2C[C@H]([C@@H](CC2)F)N)CC2=C3C=CC=NC3=CC=C2)C=C1F (3R,4R)-1-(5,6-Difluoro-1-(5-chinolinylmethyl)-1H-benzimidazol-2-yl)-4-fluoro-3-piperidinamin